2-(6-((2-(6-((8-chloro-2-methyl-1-oxo-1,2-dihydroisoquinolin-5-yl)oxy)-2-azaspiro[3.3]heptan-2-yl)ethyl)amino)-5-fluoro-1H-indazol-1-yl)acetic acid ClC=1C=CC(=C2C=CN(C(C12)=O)C)OC1CC2(CN(C2)CCNC2=C(C=C3C=NN(C3=C2)CC(=O)O)F)C1